Cl.C(#N)CC(=O)N1C[C@@H]([C@@H](CC1)C)N(C=1C2=C(N=CN1)N(C=C2)C(=S)N[C@@H](CCCCN)C(=O)OC)C methyl (4-(((3R,4R)-1-(2-cyanoacetyl)-4-methylpiperidin-3-yl)(methyl)amino)-7H-pyrrolo[2,3-d]pyrimidine-7-carbonothioyl)-L-lysinate hydrochloride